(9R,13R)-13-Amino-3,9-dimethyl-3,4,7,18-tetraazatricyclo[12.3.1.02,6]octadeca-1(18),2(6),4,14,16-pentaen-8-one N[C@@H]1CCC[C@H](C(NC=2C=NN(C2C=2C=CC=C1N2)C)=O)C